IC=1C=2N(C(=NC1)N1CCC3(CC1)[C@@H](C1=CC=CC=C1C3)N[S@](=O)C(C)(C)C)C=NN2 (R)-N-((S)-1'-(8-iodo-[1,2,4]triazolo[4,3-c]pyrimidin-5-yl)-1,3-dihydrospiro[indene-2,4'-piperidin]-1-yl)-2-methylpropane-2-sulfinamide